Cl.C(CCC(=O)O)(=O)O succinic acid, Hydrochloride